FC=1C=C(C=C(C1)F)C1=CC(=CC=C1)[C@H](CC(=O)OCC)NC(=O)NC=1C(N(C=C(C1O)C)C)=O Ethyl (S)-3-(3',5'-Difluorobiphenyl-3-yl)-3-(3-(4-hydroxy-1,5-dimethyl-2-oxo-1,2-dihydropyridin-3-yl)ureido)propanoat